tert-butyl (6-morpholino-3-(trifluoromethyl)imidazo[1,2-b]pyridazin-8-yl)glycinate O1CCN(CC1)C=1C=C(C=2N(N1)C(=CN2)C(F)(F)F)NCC(=O)OC(C)(C)C